(S)-3-(2,3-dichlorobenzyl)isoxazolidine ClC1=C(C[C@@H]2NOCC2)C=CC=C1Cl